ClC1=C(C(=O)OC)C=C(C=C1)N(C(=O)C1=CC=2N(C=C1)N=CC2C2=CC=C(C=C2)C(NC)=O)C Methyl 2-chloro-5-(N-methyl-3-(4-(methylcarbamoyl)phenyl)pyrazolo[1,5-a]pyridine-5-carboxamido)benzoate